FC1(OC2=C(O1)C=CC(=C2)[C@H](C)OC2=CC(=CC=N2)N2N=C(C=1CCCC(C21)=O)C(F)(F)F)F (S)-1-(6-(1-(2,2-difluorobenzo[d][1,3]dioxol-5-yl)ethoxy)pyridin-4-yl)-3-(trifluoromethyl)-1,4,5,6-tetrahydro-7H-indazol-7-one